FC=1C=2CCCC2C(=C2CCCC12)NC(=O)N=S(=O)(NC(C1=CC=CC=C1)(C1=CC=CC=C1)C1=CC=CC=C1)C=1C=NN2C1OCC2C N'-((8-fluoro-1,2,3,5,6,7-hexahydro-s-indacen-4-yl)carbamoyl)-3-methyl-N-trityl-2,3-dihydropyrazolo[5,1-b]oxazole-7-sulfonimidamide